NC1=C(C=C(C=N1)C1=NN2C(=C1)[C@@]1(CN(CC1)C(=O)OC(C)(C)C)OCC2)OC(F)F Tert-Butyl (3'R)-2-[6-amino-5-(difluoromethoxy)pyridin-3-yl]-6,7-dihydrospiro[pyrazolo[5,1-c][1,4]oxazine-4,3'-pyrrolidine]-1'-carboxylate